FC(C1=C(OCC2CN(CCC2)C2=CN=CC(=N2)C=2CCN(CC2)C(=O)OC(C)(C)C)C=CC=C1)(F)F tert-butyl 4-(6-(3-((2-(trifluoromethyl)phenoxy)methyl)piperidin-1-yl)pyrazin-2-yl)-3,6-dihydropyridine-1(2H)-carboxylate